C(#N)C1=CC(=CC=2C(=C(OC21)C)C(=O)NC2(CCOCC2)CO)OCC2=C(N=CS2)C 7-cyano-N-(4-(hydroxymethyl)tetrahydro-2H-pyran-4-yl)-2-methyl-5-((4-methylthiazol-5-yl)methoxy)benzofuran-3-carboxamide